5-chloro-2-(4-fluoro-1-methyl-4-piperidyl)-1,3-benzothiazole ClC=1C=CC2=C(N=C(S2)C2(CCN(CC2)C)F)C1